C(C)(C)[Ti](C(C)C)(C(C)C)C(C)C Tetraisopropyl-titanium